N1=CCCC(=C1)C#N Pyridine-5(4H)-nitrile